C(C)(C)(C)OC(=O)N1C(=C(C2=CC(=CC(=C12)F)F)I)C1=CC=C(C=C1)F 5,7-difluoro-2-(4-fluorophenyl)-3-iodo-indole-1-carboxylic acid tert-butyl ester